tert-Butyl-(2S)-4-[{(1R)-1-[1-benzyl-4-(2,5-difluorophenyl)-1H-imidazol-2-yl]-2,2-dimethylpropyl}(chloroacetyl)amino]-2-[(tert-butoxycarbonyl)amino]butanoat C(C)(C)(C)OC([C@H](CCN(C(CCl)=O)[C@H](C(C)(C)C)C=1N(C=C(N1)C1=C(C=CC(=C1)F)F)CC1=CC=CC=C1)NC(=O)OC(C)(C)C)=O